C(C)(=O)NCC1CCN(CC1)CC1=CC(=NC(=C1)C1=CC(=CC(=C1)F)Br)OC=1C=CC(=NC1)N1CCN(CC1)CCC(=O)O 3-(4-(5-((4-((4-(acetamidomethyl)piperidin-1-yl)methyl)-6-(3-bromo-5-fluorophenyl)pyridin-2-yl)oxy)pyridin-2-yl)piperazin-1-yl)propanoic acid